2-methyl-5-(6-(4-(trifluoromethyl)piperidine-1-carbonyl)naphthalen-1-yl)isoindolin-1-one tert-butyl-(R)-3-(3,5-dimethyl-6-oxopyridazin-1(6H)-yl)piperidine-1-carboxylate C(C)(C)(C)OC(=O)N1C[C@@H](CCC1)N1N=C(C=C(C1=O)C)C.CN1C(C2=CC=C(C=C2C1)C1=CC=CC2=CC(=CC=C12)C(=O)N1CCC(CC1)C(F)(F)F)=O